BrC=1SC(=C(N1)COC(NC)=O)C1CCOCC1 ((2-bromo-5-(tetrahydro-2H-pyran-4-yl)thiazole-4-yl)methyl)(methyl)carbamate